BrC1=C2CCCC(C2=CC=C1F)N(C(OC(C)(C)C)=O)C tert-butyl (5-bromo-6-fluoro-1,2,3,4-tetrahydronaphthalen-1-yl)(methyl)carbamate